(2S,4R)-1-((anthracene-2-carbonyl)glycyl)-N-((R)-1-(4-carbamimidoylthiophen-2-yl)ethyl)-4-(methylsulfonyl)pyrrolidine-2-carboxamide C1=C(C=CC2=CC3=CC=CC=C3C=C12)C(=O)NCC(=O)N1[C@@H](C[C@H](C1)S(=O)(=O)C)C(=O)N[C@H](C)C=1SC=C(C1)C(N)=N